FC1(C(C1)C1=CC=CC(=N1)C(=O)NC=1C(=C(C=2N(C1)C=C(N2)C2CCN(CC2)C(CN2CCNCC2)=O)F)C(C)(C)O)F 6-(2,2-difluorocyclopropyl)-N-(8-fluoro-7-(2-hydroxypropan-2-yl)-2-(1-(2-(piperazin-1-yl)acetyl)piperidin-4-yl)imidazo(1,2-a)pyridin-6-yl)picolinamide